((6-chloro-7-methoxy-3-(2'-methoxy-4'-(trifluoromethoxy)-[1,1'-biphenyl]-4-yl)-2-methylquinolin-4-yl)oxy)methyl ethyl carbonate C(OCOC1=C(C(=NC2=CC(=C(C=C12)Cl)OC)C)C1=CC=C(C=C1)C1=C(C=C(C=C1)OC(F)(F)F)OC)(OCC)=O